4-{[5-(1-cyclopropyl-1H-benzo[d][1,2,3]triazol-5-yl)-3-phenyl-1H-pyrazol-1-yl]methyl}-N-hydroxybenzoamide C1(CC1)N1N=NC2=C1C=CC(=C2)C2=CC(=NN2CC2=CC=C(C(=O)NO)C=C2)C2=CC=CC=C2